C(#N)C1=CC=C(C=C1)C1(CC1)N(C(OC(C)(C)C)=O)C tert-butyl N-[1-(4-cyanophenyl)cyclopropyl]-N-methylcarbamate